(R)-7-((5-(3-((dimethyl-amino)methyl)-3-hydroxypiperidin-1-yl)pyridin-2-yl)amino)-4-(7-fluoro-imidazo[1,2-a]pyridin-3-yl)isoindolin-1-one CN(C)C[C@]1(CN(CCC1)C=1C=CC(=NC1)NC=1C=CC(=C2CNC(C12)=O)C1=CN=C2N1C=CC(=C2)F)O